N1=CC=C2N1CC(=CN2)C(=O)N 4,7-dihydropyrazolo[1,5-a]pyrimidine-6-carboxamide